O1C(=CC=C1)C1=NN2C(N=C(C=C2)N2CCN(CC2)C)=C1C#N 2-(2-furyl)-5-(4-methylpiperazin-1-yl)pyrazolo[1,5-a]pyrimidine-3-carbonitrile